(1R,5S)-3-[[4-(trifluoromethyl)phenyl]methyl]-3-azabicyclo[3.1.0]hexan-6-amine FC(C1=CC=C(C=C1)CN1C[C@@H]2C([C@@H]2C1)N)(F)F